4-(4-acryloylpiperazin-1-yl)-1-(2-ethyl-6-methylphenyl)-6-fluoro-7-(2-Fluoro-6-hydroxyphenyl)quinolin-2(1H)-one C(C=C)(=O)N1CCN(CC1)C1=CC(N(C2=CC(=C(C=C12)F)C1=C(C=CC=C1O)F)C1=C(C=CC=C1C)CC)=O